CC=1NN(C(C1)=O)C1=CC=2CCCCC2C=C1 3-methyl-5-oxo-1-(5,6,7,8-tetrahydronaphthalene-2-yl)-1H-pyrazol